1-(2-((tert-butoxycarbonyl)amino)ethyl)-4-(4-(2-chloro-4-(5-(2,3-difluoro-4-methoxyphenyl)-1-methyl-1H-imidazole-2-carboxamido)benzoyl)piperazine-1-carbonyl)-1-methylpiperidin-1-ium C(C)(C)(C)OC(=O)NCC[N+]1(CCC(CC1)C(=O)N1CCN(CC1)C(C1=C(C=C(C=C1)NC(=O)C=1N(C(=CN1)C1=C(C(=C(C=C1)OC)F)F)C)Cl)=O)C